ClC1=CC(=C(N=N1)C(=O)NC)NC=1C(N(C=CC1)C1=NC=C(C=C1)OC)=C=O 6-chloro-4-((5'-methoxy-2-carbonyl-2H-[1,2'-bipyridyl]-3-yl)amino)-N-methylpyridazine-3-carboxamide